4-(5-hydroxy-2-methylpyridin-4-yl)-1-((2-(trimethylsilyl)ethoxy)methyl)-1H-imidazole-2-carboxylic acid OC=1C(=CC(=NC1)C)C=1N=C(N(C1)COCC[Si](C)(C)C)C(=O)O